C(C1=CC=CC=C1)NCC(CCCN)C N-Benzyl-2-methyl-1,5-pentandiamin